3-(1,3-dioxoisoindolin-2-yl)-2,2-difluoropropyl trifluoromethanesulfonate FC(S(=O)(=O)OCC(CN1C(C2=CC=CC=C2C1=O)=O)(F)F)(F)F